butyl-cyanoacrylate C(CCC)C=C(C(=O)[O-])C#N